[Eu].[Mn] manganese-europium